(2-[(CYCLOHEXYLMETHOXY)METHYL]-5-FLUOROPHENYL)BORANEDIOL C1(CCCCC1)COCC1=C(C=C(C=C1)F)B(O)O